4-(6-((4-(4-fluorophenyl)-1-methyl-1H-1,2,3-triazol-5-yl)methoxy)pyridazin-3-yl)piperazin-2-one FC1=CC=C(C=C1)C=1N=NN(C1COC1=CC=C(N=N1)N1CC(NCC1)=O)C